4-tert-butyl 3-methyl (3S)-5-oxomorpholine-3,4-dicarboxylate O=C1COC[C@H](N1C(=O)OC(C)(C)C)C(=O)OC